2-(4-(((4-(4-Bromophenyl)-5-oxo-4,5-dihydro-1H-1,2,4-triazol-1-yl)meth-yl)thio)-2-fluorophenoxy)-2-methyl-propionic acid BrC1=CC=C(C=C1)N1C=NN(C1=O)CSC1=CC(=C(OC(C(=O)O)(C)C)C=C1)F